COC1=CC=C(C=C1)C=1OC(=CN1)CS(=O)(=O)C 2-(4-methoxyphenyl)-5-((methylsulfonyl)methyl)oxazole